2-bromo-6-chloro-3,4-dimethylaniline BrC1=C(N)C(=CC(=C1C)C)Cl